Cl.FC1=NC2=CC=CC=C2C(=C1)OC1CCNCC1 fluoro-4-(piperidin-4-yloxy)quinoline hydrochloride